(2-((2,6-dichloro-3,5-dimethoxyphenyl)amino)pyridin-3-yl)-N-(4-((3S,5R)-3,5-dimethylpiperazin-1-yl)phenyl)-1,3,5-triazin-2-amine ClC1=C(C(=C(C=C1OC)OC)Cl)NC1=NC=CC=C1C1=NC(=NC=N1)NC1=CC=C(C=C1)N1C[C@@H](N[C@@H](C1)C)C